trimethylsilylium tetrakis(pentafluorophenyl)borate FC1=C(C(=C(C(=C1[B-](C1=C(C(=C(C(=C1F)F)F)F)F)(C1=C(C(=C(C(=C1F)F)F)F)F)C1=C(C(=C(C(=C1F)F)F)F)F)F)F)F)F.C[Si+](C)C